ClC1=CC=C(C=C1)C1=NN(C[C@@H]1C1=CC=CC=C1)C(NCCS(N)(=O)=O)=NS(=O)(=O)C1=CN=NN1C(C)C (S)-3-(4-chlorophenyl)-N'-((1-isopropyl-1H-1,2,3-triazol-5-yl)sulfonyl)-4-phenyl-N-(2-sulfamoylethyl)-4,5-dihydro-1H-pyrazole-1-carboximidamide